7-(2-((3aS,4S,6R,6aR)-2,2-dimethyl-6-(4-methyl-7H-pyrrolo[2,3-d]pyrimidin-7-yl)tetrahydrothieno[3,4-d][1,3]dioxol-4-yl)ethyl)-2-methyl-2,3-dihydro-1H-pyrrolo[2,3-b]quinoline CC1(O[C@H]2[C@@H](O1)[C@@H](S[C@H]2CCC2=CC=C1C=C3C(=NC1=C2)NC(C3)C)N3C=CC2=C3N=CN=C2C)C